tert-Butyl (1-hydroxy-3-methoxypropan-2-yl)carbamate OCC(COC)NC(OC(C)(C)C)=O